4-(4-ethynylphenoxy)-2-(trifluoromethyl)pyridine C(#C)C1=CC=C(OC2=CC(=NC=C2)C(F)(F)F)C=C1